CC1=C(N=C2N1C=CC(=C2)OC(C)C2=CC=CC=C2)CCO 2-[3-methyl-7-[1-phenylethoxy]imidazo[1,2-a]pyridin-2-yl]ethanol